FC=1C=C2C(=CN(C2=CC1F)C(=O)OC(C)(C)C)C1=CC=C2C(=N1)C(N(C2=O)CC2=CC=C(C=C2)OC)(C)C tert-butyl 5,6-difluoro-3-[6-[(4-methoxyphenyl)methyl]-7,7-dimethyl-5-oxopyrrolo-[3,4-b]pyridin-2-yl]indole-1-carboxylate